N[C@@H](CNC1=NC(=C2C(=N1)N(N=C2)C)NC2CC(C2)C#N)C2=CC=CC=C2 3-[[6-[[(2R)-2-amino-2-phenyl-ethyl]amino]-1-methyl-pyrazolo[3,4-d]pyrimidin-4-yl]amino]cyclobutanenitrile